(4-cyanophenyl)morpholine C(#N)C1=CC=C(C=C1)N1CCOCC1